C1(CC1)C1=CC=CC(=N1)C1=NC=CC=C1C=1C=CC=2N(C1)C(=CN2)C#N 6-(6'-Cyclopropyl-[2,2'-bipyridin]-3-yl)imidazo[1,2-a]pyridin-3-carbonitril